CN1C[C@@H](CCC1)NC1=NN=C(C2=CC=CC=C12)C1=C(C=C(C=C1)C1COCC1)O 2-(4-{[(3R)-1-methylpiperidin-3-yl]amino}phthalazin-1-yl)-5-(oxolan-3-yl)phenol